7-methyl-8-(6-methylpyridin-3-yl)-2-sulfanyl-3H-pyrazolo[1,5-a][1,3,5]triazin-4-one CC1=NN2C(N=C(NC2=O)S)=C1C=1C=NC(=CC1)C